(Z)-9-dodecen-1-ol C(CCCCCCC\C=C/CC)O